ethyl-2-isocyanoacetate C(C)OC(C[N+]#[C-])=O